tris(4-methoxypent-3-en-2-one) iron [Fe].COC(=CC(C)=O)C.COC(=CC(C)=O)C.COC(=CC(C)=O)C